C(C)(C)(C)OC([C@H](CC1=C2C=C(C=NC2=C(C=C1)C1=C(C=C(C=C1Cl)F)Cl)F)NC(C1=C(C=CC=C1F)F)=O)=O.CC1(N=C(C2=CC=CC=C2C1)C=1C=NC2=CC=CC=C2C1)C1=CC=C(C=C1)Cl 3-[3-methyl-3-(4-chlorophenyl)-3,4-dihydroisoquinolin-1-yl]quinoline tert-butyl-(S)-3-(8-(2,6-dichloro-4-fluorophenyl)-3-fluoroquinolin-5-yl)-2-(2,6-difluorobenzamido)propanoate